N-ethyl-2-(6-oxo-3-(5-(5-(trifluoromethyl)pyridin-3-yl)-1,3,4-thiadiazol-2-yl)pyridazin-1(6H)-yl)acetamide C(C)NC(CN1N=C(C=CC1=O)C=1SC(=NN1)C=1C=NC=C(C1)C(F)(F)F)=O